NC1=NC2=CC(=C(C=C2C=C1C)C(=O)N([C@H](C)C1=NC=CC=N1)CC=1N=NC(=CC1)N1CCOCC1)F 2-amino-7-fluoro-3-methyl-N-((6-(4-morpholinyl)-3-pyridazinyl)methyl)-N-((1R)-1-(2-pyrimidinyl)ethyl)-6-quinolinecarboxamide